[Br-].C(C=C)(=O)OCC[N+](C)(C)CC1=CC=CC=C1 N-(2-acryloyloxyethyl)-N-benzyl-N,N-dimethylammonium bromide